BrC1=NN(C(=C1C)C1=NC(=NO1)C1(CC1)C1=C(C=C(C=C1)F)Cl)CCS(=O)(=O)C 5-(3-bromo-4-methyl-1-(2-(methylsulfonyl)ethyl)-1H-pyrazol-5-yl)-3-(1-(2-chloro-4-fluorophenyl)cyclopropyl)-1,2,4-oxadiazole